ClC1=C(C=CC=C1)C=1OC2=C(C(C1)=O)C(=CC(=C2[C@@H]2[C@@H](CN(CC2)C)O)OC(N(C[C@H]2NCCOC2)C)=O)O Methyl-{[(3R)-morpholin-3-yl]methyl}carbamic acid 2-(2-chlorophenyl)-5-hydroxy-8-[(3S,4R)-3-hydroxy-1-methylpiperidin-4-yl]-4-oxo-4H-1-benzopyran-7-yl ester